ClC=1C(=C(C=CC1)NC(=S)C1=C(C[C@H](NC1=O)C)NCC1=C(C=NC=C1)OCC1N(CCCC1)C)OC (2R)-N-(3-chloro-2-methoxyphenyl)-2-methyl-4-({3-[(1-methyl-2-piperidyl)methoxy]-4-pyridyl}methylamino)-6-oxo-2,3-dihydro-1H-pyridine-5-carbothioamide